2-mercaptoethylether acetate C(C)(=O)O.SCCOCCS